C(C)(C)(C)OC(=O)N(C=1C(=C(C=C(C1)F)C(C(=O)OC)C)[N+](=O)[O-])CC methyl 2-[3-[tert-butoxycarbonyl(ethyl)amino]-5-fluoro-2-nitro-phenyl]propanoate